2-(dimethylamino)ethoxyl-N-(isoquinolin-8-yl)benzamide CN(CCOC1=C(C(=O)NC=2C=CC=C3C=CN=CC23)C=CC=C1)C